5-(chloromethyl)-2-methyl-thiazole ClCC1=CN=C(S1)C